dodecanoxy-2,4-diaminobenzene C(CCCCCCCCCCC)OC1=C(C=C(C=C1)N)N